C(#N)C1(CC(C1)N1N=CC(=C1)C=1N=C(C=2N(C1)N=CC2F)N2C([C@]([C@@H](C2)C)(C#N)C2CC2)=O)F (3R,4S)-1-[6-[1-(3-cyano-3-fluorocyclobutyl)pyrazol-4-yl]-3-fluoropyrazolo[1,5-a]pyrazin-4-yl]-3-cyclopropyl-4-methyl-2-oxopyrrolidine-3-carbonitrile